C1=CC=C(C(=C1)C(=O)/C=C\\C=C(/C(=O)O)\\O)O The molecule is an alpha,beta-unsaturated monocarboxylic acid that is cis,cis-hexa-2,4-dienoic acid substituted by a hydroxy group at position 2, a 2-hydroxyphenyl group at position 6 and an oxo group at position 6. It is a 6-oxo monocarboxylic acid, a 2-hydroxy monocarboxylic acid and an alpha,beta-unsaturated monocarboxylic acid. It derives from a sorbic acid. It is a conjugate acid of a 2-hydroxy-6-(2-hydroxyphenyl)-6-oxo-cis,cis-hexa-2,4-dienoate.